(5S)-5-[6-[2-hydroxy-6-methyl-4-(trifluoromethyl)phenyl]-3-methyl-pyrazolo[3,4-b]pyridin-2-yl]piperidin-2-one OC1=C(C(=CC(=C1)C(F)(F)F)C)C=1C=CC=2C(N1)=NN(C2C)[C@H]2CCC(NC2)=O